3-chloro-N1,N1-bis(4-methoxybenzyl)-2,7-naphthyridine-1,6-diamine ClC=1N=C(C2=CN=C(C=C2C1)N)N(CC1=CC=C(C=C1)OC)CC1=CC=C(C=C1)OC